Cl.C(CCCCCC(OC)=N)(OC)=N dimethyl pimelimidate-HCl